2-(4-isopropyl-1H-1,2,3-triazole-1-yl)-N-(4-(6-methoxy-7-(3-(4-methylpiperazin-1-yl)propoxy)quinazolin-4-yl)phenyl)acetamide C(C)(C)C=1N=NN(C1)CC(=O)NC1=CC=C(C=C1)C1=NC=NC2=CC(=C(C=C12)OC)OCCCN1CCN(CC1)C